COC1=CC=C(C=C1)C1=C(C=C(N=N1)NC=1N=CC(=NC1)C#N)NCC1CCNCC1 5-(6-(4-methoxyphenyl)-5-(piperidin-4-ylmethylamino)pyridazin-3-ylamino)pyrazine-2-carbonitrile